ethyl-1-pentanol C(C)C(CCCC)O